C1(CC1)C=1C=C(C=CC1)C1=NC(=NC=C1F)N[C@@H]1CC[C@H](CC1)C(=O)O trans-4-[[4-(3-cyclopropylphenyl)-5-fluoro-pyrimidin-2-yl]amino]cyclohexanecarboxylic acid